5-(3-(Difluoromethoxy)phenyl)-2-methyl-N-(3-(piperidin-1-ylmethyl)-1,2,4-thiadiazol-5-yl)thiophene-3-carboxamide FC(OC=1C=C(C=CC1)C1=CC(=C(S1)C)C(=O)NC1=NC(=NS1)CN1CCCCC1)F